ClC1=NC=C(C2=CC=CC=C12)C1=CC=2N(C3=CC=CC=C3C2C=C1)C1=CC=CC=C1 2-(1-chloroisoquinolin-4-yl)-9-phenyl-9H-carbazole